C(C)(C)(C)OC(=O)N1[C@@H](COCC1)C=1C=C(C=C2CCN(CC12)C(=O)N1CC2CCC(C1)C2=O)C=2C=C1C(=NC2)NC=C1OC (3R)-3-(2-(8-oxo-3-azabicyclo[3.2.1]octane-3-carbonyl)-6-(3-methoxy-1H-pyrrolo[2,3-b]pyridin-5-yl)-1,2,3,4-tetrahydroisoquinolin-8-yl)morpholine-4-carboxylic acid tert-butyl ester